[Se-2].[Se-2].[Ta+4] tantalum diselenide